3-[5-(7-chloroquinolin-2-yl)-1-oxo-2,3-dihydro-1H-isoindol-2-yl]piperidine ClC1=CC=C2C=CC(=NC2=C1)C=1C=C2CN(C(C2=CC1)=O)C1CNCCC1